N,N-dimethyl-2-[(2R)-2-methylmorpholin-4-yl]-4-oxo-chromene-6-carboxamide CN(C(=O)C=1C=C2C(C=C(OC2=CC1)N1C[C@H](OCC1)C)=O)C